3',5'-dichloro-4'-amino-2,2,2-trifluoroacetophenone ClC=1C=C(C=C(C1N)Cl)C(C(F)(F)F)=O